4-(((2-(2,6-dioxopiperidin-3-yl)-1,3-dioxoisoindolin-4-yl)amino)methyl)benzoic acid O=C1NC(CCC1N1C(C2=CC=CC(=C2C1=O)NCC1=CC=C(C(=O)O)C=C1)=O)=O